N1CC2C1CN2 azetidinoazetidine